1-(6Z,9Z,12Z-octadecatrienoyl)-2-(4Z,7Z,10Z,13Z,16Z,19Z-docosahexaenoyl)-glycero-3-phosphocholine CCCCC/C=C\C/C=C\C/C=C\CCCCC(=O)OC[C@H](COP(=O)([O-])OCC[N+](C)(C)C)OC(=O)CC/C=C\C/C=C\C/C=C\C/C=C\C/C=C\C/C=C\CC